8-nitroquinolin [N+](=O)([O-])C=1C=CC=C2C=CC=NC12